N1(CCNCC1)CC=O piperazin-1-yl-acetaldehyde